di(hexadecyl)-distearylammonium chloride [Cl-].C(CCCCCCCCCCCCCCC)[N+](CCCCCCCCCCCCCCCCCC)(CCCCCCCCCCCCCCCCCC)CCCCCCCCCCCCCCCC